methyl 3-(1-((tert-butoxycarbonyl)amino)-2-methylpropan-2-yl)-4-methylbenzoate C(C)(C)(C)OC(=O)NCC(C)(C)C=1C=C(C(=O)OC)C=CC1C